COC(=O)C1=C2C(=NN1CC)N(C(=C2C(N)=O)N)C2=C(C(=CC=C2C)OC)C 5-Amino-4-carbamoyl-2-ethyl-6-(3-methoxy-2,6-dimethylphenyl)-2,6-dihydropyrrolo[2,3-C]pyrazole-3-carboxylic acid methyl ester